(14S)-4-Bromophenylamine BrC1=CC=C(C=C1)N